FC1=CC=C(C=C1)N1N=C(N=C1C1=CC=C(C=C1)C(C)C)CC1OC2(OC1)CCNCC2 ((1-(4-fluorophenyl)-5-(4-isopropylphenyl)-1H-1,2,4-triazol-3-yl)methyl)-1,4-dioxa-8-azaspiro[4.5]decane